2-azido-(1,3-dimethyl-4,5,6,7-tetrahydro-1H-1,3-diazepinium) hexafluorophosphate F[P-](F)(F)(F)(F)F.N(=[N+]=[N-])C1[NH+](CCCCN1C)C